N-[2-methyl-5-[[3-(trifluoromethyl)benzoyl]amino]phenyl]-1,3-thiazole-5-carboxamide CC1=C(C=C(C=C1)NC(C1=CC(=CC=C1)C(F)(F)F)=O)NC(=O)C1=CN=CS1